ClC1=C(/C=N/O)C=CC(=C1)F (E)-2-chloro-4-fluorobenzaldehyde oxime